3-amino-5-(3-ethylphenyl)-N-[2-[2-[[2-[4-[2-fluoro-5-[(4-oxo-3H-phthalazin-1-yl)methyl]benzoyl]piperazin-1-yl]-2-oxo-ethyl]amino]ethoxy]ethyl]-N-methyl-pyridine-2-carboxamide NC=1C(=NC=C(C1)C1=CC(=CC=C1)CC)C(=O)N(C)CCOCCNCC(=O)N1CCN(CC1)C(C1=C(C=CC(=C1)CC1=NNC(C2=CC=CC=C12)=O)F)=O